2-(2-(4-isopropylphenyl)-1H-imidazol-1-yl)ethan-1-amine C(C)(C)C1=CC=C(C=C1)C=1N(C=CN1)CCN